CC1=C(OC2=C1C=C(C=C2)S(N(CCC2=CC=CC=C2)CC2=C(C=C(C=C2)Br)F)(=O)=O)C(=O)O 3-methyl-5-(N-(2-fluoro-4-bromobenzyl)-N-phenethylsulfamoyl)benzofuran-2-carboxylic acid